ClC=1C=NC(=C(C(=O)NC2CCC(CC2)CN2C(N(C3=C2C=CC=C3)C=3N=NC(=CC3)Cl)=O)C1)C 5-chloro-N-((1r,4r)-4-((3-(6-chloropyridazin-3-yl)-2-oxo-2,3-dihydro-1H-benzo[d]imidazol-1-yl)methyl)cyclohexyl)-2-methylnicotinamide